C(C)(C)(C)OC(=O)N1CC(NCC1)C(=O)O piperazine-1,3-dicarboxylic acid 1-(tert-butyl) ester